tert-butyl ((3R,6S)-6-(phenylsulfonamidomethyl)tetrahydro-2H-pyran-3-yl)carbamate C1(=CC=CC=C1)S(=O)(=O)NC[C@@H]1CC[C@H](CO1)NC(OC(C)(C)C)=O